N-(5-bromo-2-chloropyridin-4-yl)-6-chloro-2-(1,1-difluoroethyl)pyrimidin-4-amine BrC=1C(=CC(=NC1)Cl)NC1=NC(=NC(=C1)Cl)C(C)(F)F